4-[(1s,4s,5r)-5-{[3-(2,6-dichlorophenyl)-5-(1-fluorocyclopropyl)-1,2-oxazol-4-yl]methoxy}-2-azabicyclo[2.2.1]heptan-2-yl]-2-fluorobenzoic acid ClC1=C(C(=CC=C1)Cl)C1=NOC(=C1CO[C@H]1[C@@H]2CN([C@H](C1)C2)C2=CC(=C(C(=O)O)C=C2)F)C2(CC2)F